BrC1=CC=CC=C1N1N=CC(=C1)OC 6-bromo-4-methoxy-2-phenylpyrazole